N-[(1S,2R)-2-cyclopropyl-1-[[4-[3,5-dimethyl-1-(2-trimethylsilylethoxy-methyl)pyrazol-4-yl]phenyl]carbamoyl]-3-(1-methylcyclopropyl)propyl]-2-ethyl-pyrazole-3-carboxamide C1(CC1)[C@H]([C@@H](C(NC1=CC=C(C=C1)C=1C(=NN(C1C)COCC[Si](C)(C)C)C)=O)NC(=O)C=1N(N=CC1)CC)CC1(CC1)C